(±)-anti-methyl 2-methyl-4-(2-phenylcyclopropyl)benzoate CC1=C(C(=O)OC)C=CC(=C1)C1C(C1)C1=CC=CC=C1